3-(4-chlorophenyl)-1-ethyl-5-phenyl-6-(phenylthio)-3,5-dihydroimidazo[4,5-c][1,2]thiazin-4(1H)-one 2,2-dioxide ClC1=CC=C(C=C1)C1C(C2=C(N(S1(=O)=O)CC)N=C(N2C2=CC=CC=C2)SC2=CC=CC=C2)=O